D-allopyranonic acid C1([C@H](O)[C@H](O)[C@H](O)[C@H](O1)CO)C(=O)O